(2S)-2-amino-4-[(3-chlorophenyl)carbamoyl]butanoic acid N[C@H](C(=O)O)CCC(NC1=CC(=CC=C1)Cl)=O